5-{2-amino-[1,2,4]triazolo[1,5-a]pyridin-7-yl}-N-{[5-fluoro-2-(propan-2-yloxy)phenyl]methyl}-2-methoxypyridine-3-carboxamide NC1=NN2C(C=C(C=C2)C=2C=C(C(=NC2)OC)C(=O)NCC2=C(C=CC(=C2)F)OC(C)C)=N1